tert-Butyl 4-[2-chloro-4-[[3-[3-(trifluoromethyl)-1H-pyrazol-4-yl]imidazo[1,2-a]pyrazin-8-yl]amino]benzoyl]piperazine-1-carboxylate ClC1=C(C(=O)N2CCN(CC2)C(=O)OC(C)(C)C)C=CC(=C1)NC=1C=2N(C=CN1)C(=CN2)C=2C(=NNC2)C(F)(F)F